2-(Methoxymethyl)-N-(2-methylphenyl)-6-({[2-(trifluoromethyl)phenyl]carbonyl}amino)-1H-benzoimidazole-4-carboxamide COCC1=NC2=C(N1)C=C(C=C2C(=O)NC2=C(C=CC=C2)C)NC(=O)C2=C(C=CC=C2)C(F)(F)F